1,3-pentanediamine C(CC(CC)N)N